C(C)(C)C1=NOC(=N1)N1CCC(CC1)C(C)OC=1SC2=NC(=CC=C2N1)C=1C=NC=CC1 3-isopropyl-5-(4-(1-((5-(pyridin-3-yl)thiazolo[5,4-b]pyridin-2-yl)oxy)ethyl)piperidin-1-yl)-1,2,4-oxadiazole